1,4-diphenylbutan-2-yl acrylate C(C=C)(=O)OC(CC1=CC=CC=C1)CCC1=CC=CC=C1